CC=1C=C(C=C(C1)S(=O)(=O)C)N1CCC2(CC1)[C@@H](C1=CC=CC=C1C2)NC(OC(C)(C)C)=O tert-butyl (S)-(1'-(3-methyl-5-(methylsulfonyl)phenyl)-1,3-dihydrospiro[indene-2,4'-piperidin]-1-yl)carbamate